1-(6-bromobenzo[b]thiophen-2-yl)-3-((tert-butyldimethylsilyl)oxy)cyclobutyl acetate C(C)(=O)OC1(CC(C1)O[Si](C)(C)C(C)(C)C)C1=CC2=C(S1)C=C(C=C2)Br